C(CCC)OC=1C=C(C=CC1)C1=CC(=C(C(=C1)F)N)Cl 3'-butoxy-3-chloro-5-fluorobiphenyl-4-amine